(R)-3-(3-methyl-2-oxoimidazolidin-1-yl)piperidine-2-carboxamide CN1C(N(CC1)C1[C@@H](NCCC1)C(=O)N)=O